Cl.Cl.N(N)CC1=CC=C(C=C1)C=1N(C=C(N1)C(F)(F)F)C(C)C 2-(4-(hydrazineylmethyl)phenyl)-1-isopropyl-4-(trifluoromethyl)-1H-imidazole dihydrochloride